ClC1=C2CC(OC(C2=C(C(=C1)C(=O)N[C@@H](CO)C(=O)O)O)=O)C N-((5-chloro-8-hydroxy-3-methyl-1-oxo-7-isochroman-yl)carbonyl)serine